C(C)C=1C=C(C=C(C1)C)C 5-ethyl-meta-xylene